P(=O)(OC[C@@H](C)NC(=O)C1=CC2=CC=CC(=C2C=C1)OC1=CC=C(C=C1)C(F)(F)F)(O)O (R)-2-(5-(4-(trifluoromethyl)phenoxy)-2-naphthamido)propyl dihydrogen phosphate